(1R,2R)-2-((2-amino-5-bromo-3-fluorophenyl)amino)-1-methylcyclopentan-1-ol NC1=C(C=C(C=C1F)Br)N[C@H]1[C@@](CCC1)(O)C